C(C)C1=CC=C(C=C1)C(C(=O)O)N1C[C@@H](CC1)OCCCCC1=NC=2NCCCC2C=C1 2-(4-ethylphenyl)-2-((R)-3-(4-(5,6,7,8-tetrahydro-1,8-naphthyridin-2-yl)butoxy)pyrrolidin-1-yl)acetic acid